(S)-(1-((3-fluoro-5-(trifluoromethyl)pyridin-2-yl)amino)-5-(trifluoromethyl)-2,3-dihydro-1H-inden-1-yl)methanol FC=1C(=NC=C(C1)C(F)(F)F)N[C@]1(CCC2=CC(=CC=C12)C(F)(F)F)CO